FC(OC1=CC(=C(C=C1)C=1CSC2=CC(=CC=C2C1C1=CC=C(C=C1)O[C@@H]1CN(CC1)CCCF)O)F)F 3-[4-(difluoromethoxy)-2-fluoro-phenyl]-4-[4-[(3S)-1-(3-fluoropropyl)pyrrolidin-3-yl]oxyphenyl]-2H-thiochromen-7-ol